2-[4-[[[6-[1,3-benzodioxol-4-ylmethyl(ethyl)amino]-5-fluoro-pyrimidin-4-yl]amino]methyl]phenyl]acetamide O1COC2=C1C=CC=C2CN(C2=C(C(=NC=N2)NCC2=CC=C(C=C2)CC(=O)N)F)CC